ClC1=NC=C2C(=CC(=NC2=C1)[C@@H]1[C@H](C1)C1=NC=CC(=N1)C)OCOCC[Si](C)(C)C |r| rac-7-chloro-2-((1S*,2S*)-2-(4-methylpyrimidin-2-yl)cyclopropyl)-4-((2-(trimethylsilyl)ethoxy)methoxy)-1,6-naphthyridine